1-(2-(5-((2S,5R)-5-amino-2-methylpiperidine-1-carbonyl)-7-methoxy-1-methyl-1H-benzo[d]imidazol-2-yl)-1-(cyclopropylmethyl)-1H-pyrrolo[2,3-b]pyridin-6-yl)piperidin-2-one N[C@@H]1CC[C@@H](N(C1)C(=O)C1=CC2=C(N(C(=N2)C2=CC=3C(=NC(=CC3)N3C(CCCC3)=O)N2CC2CC2)C)C(=C1)OC)C